ClC1=C(C=C2C=C(C(NC2=C1)=O)C=1C=C(C=CC1)CC(=O)O)C1=CC=C(C=C1)C1=C(C=CC=C1)O (3-(7-chloro-6-(2'-hydroxy-[1,1'-biphenyl]-4-yl)-2-oxo-1,2-dihydroquinolin-3-yl)phenyl)acetic acid